oxalic acid potassium oxalate C(C(=O)[O-])(=O)[O-].[K+].C(C(=O)O)(=O)O.[K+]